2-(3-fluoronaphthalen-1-yl)-4,4,5,5-tetramethyl-1,3,2-dioxaborolane FC=1C=C(C2=CC=CC=C2C1)B1OC(C(O1)(C)C)(C)C